ethyl (S)-3-(2',6'-dichlorobiphenyl-3-yl)-3-((R)-1,1-dimethylethylsulfinamido)propanoate ClC1=C(C(=CC=C1)Cl)C1=CC(=CC=C1)[C@H](CC(=O)OCC)N[S@](=O)C(C)(C)C